tert-Butyl 2,3,6-trimethoxy-5-((3aS,4S,6S,7aR)-3a,5,5-trimethylhexahydro-4,6-methanobenzo[d][1,3,2]dioxaborol-2-yl)benzoate COC1=C(C(=O)OC(C)(C)C)C(=C(C=C1OC)B1O[C@@]2([C@H](O1)C[C@H]1C([C@@H]2C1)(C)C)C)OC